[I-].C(C(C)N)N propylenediamine iodide